ClC1=C(C=NC2=CC(=C(C=C12)OC)OCCCOC)C(=O)NCC(OC)OC 4-chloro-N-(2,2-dimethoxyethyl)-6-methoxy-7-(3-methoxypropoxy)quinoline-3-carboxamide